(S)-(Z)-3-((3-butyl-5-(4-fluorophenyl)-7-(methylthio)-1,1-dioxido-2,3,4,5-tetrahydro-1,2,5-benzothiadiazepin-8-yl)oxy)-2-fluoroacrylic acid C(CCC)[C@@H]1NS(C2=C(N(C1)C1=CC=C(C=C1)F)C=C(C(=C2)O\C=C(\C(=O)O)/F)SC)(=O)=O